C(#N)[C@H]1N([C@H]2C[C@H]2C1)C(CNC(=O)C1=CC(=NC2=CC=C(C=C12)CC)C)=O N-(2-((1S,3S,5S)-3-cyano-2-azabicyclo[3.1.0]hex-2-yl)-2-oxoethyl)-6-ethyl-2-methylquinoline-4-carboxamide